thiobenzoic acid anion C(C1=CC=CC=C1)(=S)[O-]